5-bromo-3-(2,2-difluoroethyl)-1-ethyl-1,3-dihydro-2H-imidazo[4,5-b]pyrazin-2-one BrC=1N=C2C(=NC1)N(C(N2CC(F)F)=O)CC